N-{6-[(2S)-2-aminopropyl]-7-methylthieno[3,2-c]pyridazin-4-yl}thiophene-2-carboxamide N[C@H](CC1=C(C=2N=NC=C(C2S1)NC(=O)C=1SC=CC1)C)C